3-bromo-4-[(5-nitro-2-pyridinyl)oxy]benzonitrile BrC=1C=C(C#N)C=CC1OC1=NC=C(C=C1)[N+](=O)[O-]